bicyclo[1.1.1]Pent-1-yl-(4-((1S,3S)-3-butyl-6-methoxy-2-propynoyl-1,2,3,4-tetrahydroisoquinolin-1-yl)benzyl)carbamic acid tert-butyl ester C(C)(C)(C)OC(N(CC1=CC=C(C=C1)[C@@H]1N([C@H](CC2=CC(=CC=C12)OC)CCCC)C(C#C)=O)C12CC(C1)C2)=O